CN1C[C@@H]2[C@H](N(C=3C=CC(=CC23)C)C(\C=C\C=2SC=CN2)=O)CC1 (E)-1-(trans-2,8-dimethyl-1,2,3,4,4a,9b-hexahydro-5H-pyrido[4,3-b]indol-5-yl)-3-(thiazol-2-yl)prop-2-en-1-one